(2-chloroethyl)-2-(2,3-dichloro-4-(2-methylenebutanoyl)phenoxy)acetamide ClCCC(C(=O)N)OC1=C(C(=C(C=C1)C(C(CC)=C)=O)Cl)Cl